3-(4-hydroxyphenyl)-4-isobutyldihydrofuran-2,5-dione OC1=CC=C(C=C1)C1C(OC(C1CC(C)C)=O)=O